3-amino-N-(2,6-difluorobenzyl)-6-(2,6-dimethylmorpholinyl)-5-(4-fluorophenyl)pyrazine-2-carboxamide NC=1C(=NC(=C(N1)C1=CC=C(C=C1)F)N1CC(OC(C1)C)C)C(=O)NCC1=C(C=CC=C1F)F